4-(4-nitrophenyl)piperidine [N+](=O)([O-])C1=CC=C(C=C1)C1CCNCC1